[Na].C1(OC(CO1)F)=O fluoroethylene carbonate, sodium salt